2-(2,2,3,3,4,4,5,5-octafluoro-1-(nonafluorobutylsulfonyloxyimino)pentyl)fluorene tert-butyl-6-(6-methoxy-3-(4-(5-methoxy-2-methyl-1H-indol-3-yl)thiazol-2-yl)-1H-indol-1-yl)hexanoate C(C)(C)(C)OC(CCCCCN1C=C(C2=CC=C(C=C12)OC)C=1SC=C(N1)C1=C(NC2=CC=C(C=C12)OC)C)=O.FC(C(=NOS(=O)(=O)C(C(C(C(F)(F)F)(F)F)(F)F)(F)F)C1=CC=2CC3=CC=CC=C3C2C=C1)(C(C(C(F)F)(F)F)(F)F)F